CC1(OC[C@H](N1C(=O)[O-])C1=CC=C(C=C1)N1C(OCC1)=O)C (4R)-2,2-dimethyl-4-[4-(2-oxo-1,3-oxazolidine-3-yl)phenyl]-1,3-oxazolidine-3-carboxylate